N-((3S,5S)-1-((3S,4R)-1-(tert-butyl)-4-(2,4-difluorophenyl)pyrrolidine-3-carbonyl)-5-(morpholine-4-carbonyl)pyrrolidin-3-yl)-N-(4,4-dimethylcyclohexyl)acetamide hydrochloride Cl.C(C)(C)(C)N1C[C@H]([C@@H](C1)C1=C(C=C(C=C1)F)F)C(=O)N1C[C@H](C[C@H]1C(=O)N1CCOCC1)N(C(C)=O)C1CCC(CC1)(C)C